(Z)-5-(tert-butyl)-2-((2,2-difluoroethyl)imino)benzo[b]thiophen-3(2H)-one C(C)(C)(C)C1=CC2=C(S\C(\C2=O)=N/CC(F)F)C=C1